(R)-2-(1-(6-chloro-1-((1-(hydroxymethyl)cyclopentyl)methyl)-1H-pyrazolo[4,3-c]pyridin-3-yl)pyrrolidin-3-yl)propan-2-ol ClC1=CC2=C(C=N1)C(=NN2CC2(CCCC2)CO)N2C[C@@H](CC2)C(C)(C)O